N-(3-{1H-imidazolo[4,5-c]pyridin-2-yl}phenyl)-4-(pyrimidin-5-yl)aniline N1C(=NC=2C=NC=CC21)C=2C=C(C=CC2)NC2=CC=C(C=C2)C=2C=NC=NC2